3-(diethoxymethyl)-4-fluoro-thiophene C(C)OC(C1=CSC=C1F)OCC